Naphthyl-Kalium C1(=CC=CC2=CC=CC=C12)[K]